N1=CC=NC(=C1)C(=O)O 5-pyrazinecarboxylic acid